1-(3-acetyl-6-chloropyridin-2-yl)-5-methylpyrazole-3-carbonitrile C(C)(=O)C=1C(=NC(=CC1)Cl)N1N=C(C=C1C)C#N